N[C@@H](CCS(=O)(O)=O)C(=O)O anti-homocysteic acid